2-((2R,6S)-4-(3-amino-5-cyclopropylbenzyl)-2,6-dimethylpiperazine-1-yl)ethane-1-ol NC=1C=C(CN2C[C@H](N([C@H](C2)C)CCO)C)C=C(C1)C1CC1